[N+](=O)([O-])C1=CC=C2CCC(NC2=C1)C(C)=O 1-(7-nitro-3,4-dihydroquinolin-2(1H)-yl)ethan-1-one